2-(1-(4-methylthiophen-2-yl)cyclopropyl)-5,6,7,8-tetrahydropyrido[4,3-d]pyrimidin-4(3H)-one CC=1C=C(SC1)C1(CC1)C=1NC(C2=C(N1)CCNC2)=O